N-[2-bromo-4-[1,2,2,2-tetrafluoro-1-(trifluoromethyl)ethyl]-6-(trifluoromethyl)phenyl]-2-fluoro-3-[(4-fluorophenylmethyl)amino]Benzamide BrC1=C(C(=CC(=C1)C(C(F)(F)F)(C(F)(F)F)F)C(F)(F)F)NC(C1=C(C(=CC=C1)NCC1=CC=C(C=C1)F)F)=O